N-(5-chloro-6-(2H-1,2,3-triazol-2-yl)pyridin-3-yl)-1-(5-fluoro-6-(3-hydroxyazetidin-1-yl)pyridin-2-yl)-5-(trifluoromethyl)-1H-pyrazole-4-carboxamide ClC=1C=C(C=NC1N1N=CC=N1)NC(=O)C=1C=NN(C1C(F)(F)F)C1=NC(=C(C=C1)F)N1CC(C1)O